ClC=1C=C2CCN(CC2=CC1NC=1N=C(C2=C(N1)NC=C2)NC2=C(C=CC=C2)S(=O)(=O)N(C)C)C 2-((2-((6-chloro-2-methyl-1,2,3,4-tetrahydroisoquinolin-7-yl)amino)-7H-pyrrolo[2,3-d]pyrimidin-4-yl)amino)-N,N-dimethylbenzenesulfonamide